9-hydroxynonyl 2-hexyloctanoate C(CCCCC)C(C(=O)OCCCCCCCCCO)CCCCCC